CN(C1=NC(=NC2=C(C(=CC=C12)C1=CC(=CC2=CC=C(C(=C12)CC)F)O)F)OC[C@]12CCCN2C[C@@H](C1)F)C 4-(4-(dimethylamino)-8-fluoro-2-(((2R,7aS)-2-fluorohexahydro-1H-pyrrolizin-7a-yl)methoxy)quinazolin-7-yl)-5-ethyl-6-fluoronaphthalen-2-ol